5-(imidazo[1,2-b]pyridazin-6-yl)-2-(3-{3-[(propan-2-yl)amino]pyrrolidin-1-yl}-1,2,4-triazin-6-yl)phenol N=1C=CN2N=C(C=CC21)C=2C=CC(=C(C2)O)C2=CN=C(N=N2)N2CC(CC2)NC(C)C